C1(CCCC1)N1C(C(N(C=C1)CC1=CC(=NO1)C1=CC(=CC=C1)F)=O)=O 1-cyclopentyl-4-((3-(3-fluorophenyl)isoxazol-5-yl)methyl)-1,4-dihydropyrazine-2,3-dione